FC(COC1=C2C(=NC(=C1)F)C(=C(N2)C2=CC(=NC=C2)NC([C@@H](CC(F)F)C2=CC=C(C=C2)F)=O)C2=NC=CC=C2)F (2S)-N-{4-[7-(2,2-difluoroethoxy)-5-fluoro-3-(pyridin-2-yl)-1H-pyrrolo[3,2-b]pyridin-2-yl]pyridin-2-yl}-4,4-difluoro-2-(4-fluorophenyl)butanamide